ClC=1C=C2C(=NN1)NC[C@]1(N2C[C@@H](C1)OC=1C=C(C(=NC1C)C#N)C)C 5-(((6aS,8R)-2-chloro-6a-methyl-5,6,6a,7,8,9-hexahydropyrrolo[1',2':4,5]pyrazino[2,3-c]pyridazin-8-yl)oxy)-3,6-dimethylpicolinonitrile